(E)-7-(4-(4-ethylphenyl)but-1-en-1-yl)-3,4-dihydroquinolin-2(1H)-one C(C)C1=CC=C(C=C1)CC/C=C/C1=CC=C2CCC(NC2=C1)=O